2-naphthalene-sulfonyl chloride C1=C(C=CC2=CC=CC=C12)S(=O)(=O)Cl